(S)-2-((((9H-fluoren-9-yl)methoxy)carbonyl)amino)-3-(7-chloro-5-methoxy-1H-indol-3-yl)propanoic acid C1=CC=CC=2C3=CC=CC=C3C(C12)COC(=O)N[C@H](C(=O)O)CC1=CNC2=C(C=C(C=C12)OC)Cl